ClC1=C(C=C2CC(N(CC2=C1)C(=O)OCC(Cl)(Cl)Cl)C(=O)OC)[N+](=O)[O-] 3-methyl 2-(2,2,2-trichloroethyl) 7-chloro-6-nitro-3,4-dihydroisoquinoline-2,3(1H)-dicarboxylate